ClC1=C(C=CC=C1)C1=C(C=CC(=C1)OC)S(=O)(=O)N1[C@H](C[C@@](CC1)(C(=O)N[C@H](C)\C=C/S(=O)(=O)C)F)C (2S,4S)-1-((2'-chloro-5-methoxy-[1,1'-biphenyl]-2-yl)sulfonyl)-4-fluoro-2-methyl-N-((R,Z)-4-(methylsulfonyl)but-3-en-2-yl)piperidine-4-carboxamide